5-Cyclopropyl-4-[(1-naphthyl)methyl]-2-oxo-8-(1H-1,2,3-triazol-4-yl)-7-thia-1-azabicyclo[4.3.0]nona-3,5,8-triene-9-carboxylic acid C1(CC1)C=1C(=CC(N2C(=C(SC12)C=1N=NNC1)C(=O)O)=O)CC1=CC=CC2=CC=CC=C12